C1(=CC=CC=C1)P(=O)(NC1S(CCC1)(=O)=O)C1=CC=CC=C1 N-(diphenylphosphinyl)aminotetrahydrothiophene-1,1-dioxide